N-((3-fluoropyridin-2-yl)methyl)-2-(2-((2-(7-(pyridin-3-ylethynyl)-1H-benzo[d]imidazol-2-yl)ethyl)amino)ethyl)oxazole-4-carboxamide FC=1C(=NC=CC1)CNC(=O)C=1N=C(OC1)CCNCCC1=NC2=C(N1)C(=CC=C2)C#CC=2C=NC=CC2